2-(5-Chloro-2,4-difluorophenyl)pyridin-3-yl-[1,2,4]triazolo[1,5-b]pyridazin ClC=1C(=CC(=C(C1)C1=NC=CC=C1C1=NN2N=CC=CC2=N1)F)F